N1=C(C=NC=C1)CC(=O)N1CC2=C(CC1)SC(=C2)C2=NOC(=N2)C(F)(F)F 2-(pyrazin-2-yl)-1-(2-(5-(trifluoromethyl)-1,2,4-oxadiazol-3-yl)-6,7-dihydrothieno[3,2-c]pyridin-5(4H)-yl)ethan-1-one